2-[(4,4-diethyl-2-imino-6-oxo-hexahydropyrimidin-1-yl)methyl]-N-[(3S,4R)-3-hydroxy-3-methyl-chroman-4-yl]-3-methyl-cyclopropanecarboxamide C(C)C1(NC(N(C(C1)=O)CC1C(C1C)C(=O)N[C@H]1[C@](COC2=CC=CC=C12)(C)O)=N)CC